CCCCCCCCCCCCCCCCCCCC(=O)CC(=O)O The molecule is the 3-oxo monocarboxylic acid which has docasanoic (behenic) acid as the parent acid. It derives from a docosanoic acid.